methyl-N-[2-[4-[5-(trifluoromethyl)-1,2,4-oxadiazol-3-yl]phenyl]acetyl]serine CN([C@@H](CO)C(=O)O)C(CC1=CC=C(C=C1)C1=NOC(=N1)C(F)(F)F)=O